3-(Pyrrolidin-1-yl)pyrazolo[1,5-a]pyrimidine N1(CCCC1)C=1C=NN2C1N=CC=C2